benzo[d]thiazole-6-ol S1C=NC2=C1C=C(C=C2)O